C(CCC)(=O)OC1=CC=C(C=C1)CO [4-(hydroxymethyl) phenyl] n-butyrate